3,4-dichloro-2-(3-(1-isopropylpiperidin-4-yl)-6,7-dihydro-5H-pyrrolo[1,2-a]imidazol-6-yl)phenol ClC=1C(=C(C=CC1Cl)O)C1CC=2N(C(=CN2)C2CCN(CC2)C(C)C)C1